C1(CC1)C=1NC(=NN1)C1CC2(CN(C2)C(=O)N2CC3(C2)C[C@H](CC3)CC3=NC=C(C=C3F)F)C1 |r| [6-(5-cyclopropyl-4H-1,2,4-triazol-3-yl)-2-azaspiro[3.3]heptan-2-yl]-[rac-(6S)-6-[(3,5-difluoro-2-pyridyl)methyl]-2-azaspiro[3.4]octan-2-yl]methanone